2,4-dioctylphenol C(CCCCCCC)C1=C(C=CC(=C1)CCCCCCCC)O